2-(tert-butyl)-1H-indole C(C)(C)(C)C=1NC2=CC=CC=C2C1